C(C1=CC=CC=C1)OC(=O)N[C@H](CCC(NCCOCCOCC(NCCOCCOCC(=O)OC)=O)=O)C(=O)OC(C)(C)C (R)-23-tert-butyl 1-methyl 22-(((benzyloxy)carbonyl)amino)-10,19-dioxo-3,6,12,15-tetraoxa-9,18-diazatricosane-1,23-dioate